C1=NC=CC2=CC(=CC=C12)\C=C\1/N=C(NC1=O)N[C@@H](COC)C1=CC=CC=C1 (4Z)-4-(6-isoquinolylmethylene)-2-[[(1R)-2-methoxy-1-phenyl-ethyl]amino]-1H-imidazol-5-one